ClCCNC(N)=O 3-(2-chloroethyl)urea